methylDecyl acrylate C(C=C)(=O)OC(CCCCCCCCC)C